BrC1=C(C=NN(C1=O)C)N[C@@H]1C[C@@H](CN(C1)C)C1=CC=C(C=C1)CN1CCN(CC1)C=1C=C(C=NC1)C1C(NC(CC1)=O)=O 3-[5-[4-[[4-[(3R,5R)-5-[(5-bromo-1-methyl-6-oxo-pyridazin-4-yl)amino]-1-methyl-3-piperidyl]phenyl]methyl]piperazin-1-yl]-3-pyridyl]piperidine-2,6-dione